(2R)-N-{4-[4-(cyclopropylmethoxy)-7-(pyridin-2-yl)-5H-pyrrolo[3,2-d]pyrimidin-6-yl]pyridin-2-yl}-4,4-difluoro-2-(4-fluorophenyl)butanamide C1(CC1)COC=1C2=C(N=CN1)C(=C(N2)C2=CC(=NC=C2)NC([C@H](CC(F)F)C2=CC=C(C=C2)F)=O)C2=NC=CC=C2